N[C@H](C(=O)O)CCC1=CC(=C(C(=C1)Cl)Cl)Cl (2S)-2-amino-4-(3,4,5-tri-chlorophenyl)butanoic acid